7-bromo-N,N-bis(2,4-dimethoxybenzyl)benzo[d]oxazol-2-amine BrC1=CC=CC=2N=C(OC21)N(CC2=C(C=C(C=C2)OC)OC)CC2=C(C=C(C=C2)OC)OC